3,3'-undecamethylenebis(5-methylthio-1H-1,2,4-triazole) CSC1=NC(=NN1)CCCCCCCCCCCC1=NNC(=N1)SC